3-methyl-5-oxo-5H-[1,3]thiazolo[3,2-a]pyrimidine-6-carbonitrile CC1=CSC=2N1C(C(=CN2)C#N)=O